BrC1=CC=C2C=C(C(=NC2=C1)NCC1=CC=C(C=C1)OC)Cl 7-bromo-3-chloro-N-(4-methoxybenzyl)quinolin-2-amine